C(CCCCC)OC(\C=C\C(=O)OCCCCCC)=O (E)-but-2-enedioic acid dihexyl ester